Ethyl 6-(4-methyl-3,4-dihydro-2H-1,4-benzoxazin-6-yl)-4-oxo-4,5-dihydropyrazolo[1,5-a]pyrazine-2-carboxylate CN1CCOC2=C1C=C(C=C2)C=2NC(C=1N(C2)N=C(C1)C(=O)OCC)=O